tert-butyl N-cyclobutyl-N-[(3R)-1-{6-[2-(methoxymethoxy)-4-[1-(oxan-2-yl) pyrazol-4-yl]phenyl]pyridazin-3-yl}pyrrolidin-3-yl]carbamate C1(CCC1)N(C(OC(C)(C)C)=O)[C@H]1CN(CC1)C=1N=NC(=CC1)C1=C(C=C(C=C1)C=1C=NN(C1)C1OCCCC1)OCOC